BrC=1C=CC(=C(N)C1)C1=C(C=CC=C1)F 5-bromo-2-(2-fluorophenyl)aniline